C(C)(C)(C)OC(=O)NCCOCCOCCOCCOCCOCCOCCOCCOCCC(=O)O 1-{[(tert-butoxy)carbonyl]amino}-3,6,9,12,15,18,21,24-octaoxaheptacosan-27-oic acid